(5-fluoroisoindolin-2-yl)-3-isopropyl-N-(3-methoxyphenyl)-7-(1H-pyrazol-4-yl)pyrazolo[1,5-a]pyrimidine-2-carboxamide FC=1C=C2CN(CC2=CC1)C1=NC=2N(C(=C1)C=1C=NNC1)N=C(C2C(C)C)C(=O)NC2=CC(=CC=C2)OC